CC1=NC(=C(C(=N1)O)C1=C(C=C(C=C1F)F)F)O 2-methyl-5-(2,4,6-trifluorophenyl)pyrimidine-4,6-diol